3-hydroxy-2-methylene-3-(1-naphthyl)propionic acid OC(C(C(=O)O)=C)C1=CC=CC2=CC=CC=C12